tert-butyl 6-[5-[2-[1-(6,7-dihydro-5H-pyrrolo[1,2-c]imidazol-1-yl)-2-oxo-2-(thiazol-2-ylamino) ethyl]-7-fluoro-indazol-6-yl]-2-pyridinyl]-2,6-diazaspiro[3.3]heptane-2-carboxylate C1(=C2N(C=N1)CCC2)C(C(NC=2SC=CN2)=O)N2N=C1C(=C(C=CC1=C2)C=2C=CC(=NC2)N2CC1(CN(C1)C(=O)OC(C)(C)C)C2)F